P(Cl)(Cl)Cl Phosphorous trichloride